4-(1-((2,6-diethoxy-4'-fluoro-[1,1'-biphenyl]-4-yl)methyl)-4-hydroxypiperidine-4-carboxamido)benzoic acid C(C)OC1=C(C(=CC(=C1)CN1CCC(CC1)(C(=O)NC1=CC=C(C(=O)O)C=C1)O)OCC)C1=CC=C(C=C1)F